(S)-N-((4-ethyl-8-fluoro-4-hydroxy-9-methyl-3,14-dioxo-3,4,12,14-tetrahydro-1H-pyrano[3',4':6,7]indolizino[1,2-b]quinolin-11-yl)methyl)-2-hydroxyethane-1-sulfonamide C(C)[C@]1(C(OCC=2C(N3CC=4C(=NC=5C=C(C(=CC5C4CNS(=O)(=O)CCO)C)F)C3=CC21)=O)=O)O